FC1(CC12CCC(CC2)N(C(=O)[C@H]2[C@@H](CCC2)S(=O)(=O)C2=CC=C(C)C=C2)CC2=CC=C(C=C2)OC)F (1S,2R)-2-(Toluene-4-sulfonyl)-cyclopentanecarboxylic acid (1,1-difluoro-spiro[2.5]oct-6-yl)-(4-methoxy-benzyl)-amide